2-Hydroxy-2-(4-hydroxyphenyl)-6-methoxy-1-(4-methoxyphenyl)-2,3-dihydro-1H-indol-3-one OC1(N(C2=CC(=CC=C2C1=O)OC)C1=CC=C(C=C1)OC)C1=CC=C(C=C1)O